silanol isostearate C(CCCCCCCCCCCCCCC(C)C)(=O)O.[SiH3]O